P(Cl)(Cl)OC(C)COCC#C 3-(propargyloxy)-2-propanol dichlorophosphite